1-(bromomethyl)-3,5-didecyloxybenzene BrCC1=CC(=CC(=C1)OCCCCCCCCCC)OCCCCCCCCCC